N-{4-[(3S)-2,3-dihydro[1,4]dioxino[2,3-b]pyridin-3-yl]benzyl}-N-methyl-2-(pyridin-2-yl)ethanamine O1C[C@@H](OC2=NC=CC=C21)C2=CC=C(CN(CCC1=NC=CC=C1)C)C=C2